tert-butyl 3-oxo-1-oxo-8-azaspiro[4.5]decane-8-carboxylate O=C1CC(C2(C1)CCN(CC2)C(=O)OC(C)(C)C)=O